Adenosine-5'-Triphosphate Disodium [Na+].[Na+].P([O-])(=O)(OP(=O)([O-])OP(=O)(O)O)OC[C@@H]1[C@H]([C@H]([C@@H](O1)N1C=NC=2C(N)=NC=NC12)O)O